8-(hydroxymethyl)-7-methyl-1H,2H,3H,6H-pyrano[2,3-c]quinolin-5-one OCC=1C=CC=2C3=C(C(NC2C1C)=O)OCCC3